bromo-indene BrC1C=CC2=CC=CC=C12